N-(3-(naphthalen-1-yl)phenyl)-5,6,7,8-tetrahydronaphthalen-2-amine C1(=CC=CC2=CC=CC=C12)C=1C=C(C=CC1)NC1=CC=2CCCCC2C=C1